N-(1-hydroxypentan-2-yl)-N'-methylethylenediamine OCC(CCC)NCCNC